methyl [2,3'-bipyridine]-4-carboxylate N1=C(C=C(C=C1)C(=O)OC)C=1C=NC=CC1